[Cl-].C(C)OC(=O)N=C(NCCCC[NH3+])NC(=O)OCC 4-(2,3-bis(ethoxycarbonyl)guanidino)butan-1-aminium chloride